NC1=C(C(=NN1C(C([2H])([2H])[2H])C([2H])([2H])[2H])C1=CC=C(C=C1)C(C(=O)O)C)C#N 2-[4-[5-amino-4-cyano-1-[2,2,2-trideuterio-1-(trideuteriomethyl)ethyl]pyrazol-3-yl]phenyl]propanoic acid